C(C1=CC=CC=C1)N1C[C@@H](CC1)C1=NC(=C2N1C(=CN=C2)OCCCC)C2=CC=C(C=C2)OC2=C(C(=CC=C2)OC)F (R)-3-(1-benzylpyrrolidin-3-yl)-5-butoxy-1-(4-(2-fluoro-3-methoxyphenoxy)phenyl)imidazo[1,5-a]pyrazine